C1(=CC=CC2=CC=CC=C12)OP(=O)(OC1=C(C(=C(C(=C1F)F)F)F)F)N[C@@H](C)C(=O)OC(C)C isopropyl ((naphthalen-1-yloxy) (perfluorophenoxy) phosphoryl)-L-alaninate